Cl.CC=1C=NC=2C=CC=C(C2C1)N[C@H]1CNCC1 (R)-3-methyl-N-(pyrrolidin-3-yl)quinolin-5-amine hydrochloride